C(C)(=O)C1=NN(C2=CC(=C(C=C12)C=1C=NC(=NC1)C)F)CC(=O)N1[C@@H]2C[C@@]2(C[C@H]1C(=O)NC1=NC(=CC=C1C)Br)C (1R,3S,5R)-2-(2-(3-acetyl-6-fluoro-5-(2-methylpyrimidin-5-yl)-1H-indazol-1-yl)acetyl)-N-(6-bromo-3-methylpyridin-2-yl)-5-methyl-2-azabicyclo[3.1.0]hexane-3-carboxamide